FC(C=1N=CC=2N(C1)C(=CN2)C2=NC=CC(=N2)N2CC(CC2)CCO)(F)F 2-(1-(2-(6-(Trifluoromethyl)imidazo[1,2-a]pyrazin-3-yl)pyrimidin-4-yl)pyrrolidin-3-yl)ethan-1-ol